N-(2-(2,6-dioxopiperidin-3-yl)-1-oxoisoindolin-5-yl)-1-ethyl-1H-pyrrolo[2,3-b]pyridine-5-carboxamide O=C1NC(CCC1N1C(C2=CC=C(C=C2C1)NC(=O)C=1C=C2C(=NC1)N(C=C2)CC)=O)=O